1-((R)-3-(4-amino-3-(4-phenoxyphenyl)-1H-pyrazolo(3,4-d)pyrimidin-1-yl)piperidine-1-carbonyl)piperidin NC1=C2C(=NC=N1)N(N=C2C2=CC=C(C=C2)OC2=CC=CC=C2)[C@H]2CN(CCC2)C(=O)N2CCCCC2